O1C=C(C(C2=CC=CC=C12)=O)C(=O)NCCCCCCCC(=O)O 8-(chromone-3-carbonyl)aminocaprylic acid